2-cyclopropyl-6-methoxyphenyl triflate O(S(=O)(=O)C(F)(F)F)C1=C(C=CC=C1OC)C1CC1